azabenzfuran O1N=CC2=C1C=CC=C2